N-(2-(4,4-difluorocyclohexyl)-4-(2,5-difluoro-phenyl)pyridin-3-yl)-5-fluoro-6-(isopropylamino)nicotinamide FC1(CCC(CC1)C1=NC=CC(=C1NC(C1=CN=C(C(=C1)F)NC(C)C)=O)C1=C(C=CC(=C1)F)F)F